[F-].[Fe+2].[F-] iron fluoride